6-(1-(8-Isobutyl-8-azabicyclo[3.2.1]octan-3-yl)piperidin-4-yl)-1,4-dimethyl-2-(4-(methylsulfonyl)phenyl)-1H-benzo[d]imidazol C(C(C)C)N1C2CC(CC1CC2)N2CCC(CC2)C=2C=C(C1=C(N(C(=N1)C1=CC=C(C=C1)S(=O)(=O)C)C)C2)C